tert-Butyl N-[(1S)-1-[(2S,4R)-4-hydroxy-2-[1-methyl-5-(4-phenylpiperidine-1-carbonyl)imidazol-2-yl]pyrrolidine-1-carbonyl]-2,2-dimethyl-propyl]carbamate O[C@@H]1C[C@H](N(C1)C(=O)[C@H](C(C)(C)C)NC(OC(C)(C)C)=O)C=1N(C(=CN1)C(=O)N1CCC(CC1)C1=CC=CC=C1)C